FC=1C=C(C=C(C1)F)CNCC[C@]1(CCOC2(CCCC2)C1)C1=CC=CC=C1 [(3,5-difluorophenyl)methyl]({2-[(9R)-9-phenyl-6-oxaspiro[4.5]decan-9-yl]ethyl})amine